3-(phenylsulfonyl)quinoline C1(=CC=CC=C1)S(=O)(=O)C=1C=NC2=CC=CC=C2C1